1-(4-methylbenzenesulfonyl)-N-(pyrimidin-5-ylmethyl)-1H-pyrrolo[2,3-b]pyridine-5-carboxamide CC1=CC=C(C=C1)S(=O)(=O)N1C=CC=2C1=NC=C(C2)C(=O)NCC=2C=NC=NC2